(spirobifluorenyl)(biphenylyl)(dibenzofuranylphenyl)amine C12(C(=CC=C3C4=CC=CC=C4C=C13)N(C1=C(C=CC=C1)C1=CC=CC=3OC4=C(C31)C=CC=C4)C4=C(C=CC=C4)C4=CC=CC=C4)C=CC=C4C3=CC=CC=C3C=C42